CN1C(CCC1)CN1CC2=CC=C3C(=C2CC1)C=C(N3)C=O {7-[(1-methyltetrahydro-1H-pyrrol-2-yl)methyl]-6,7,8,9-tetrahydro-3H-pyrrolo[3,2-f]isoquinolin-2-yl}methanone